5-(2-(4-Fluoro-3-methylphenyl)pyridin-3-yl)-6-methyl-1H-indazole FC1=C(C=C(C=C1)C1=NC=CC=C1C=1C=C2C=NNC2=CC1C)C